1,1,2,3-tetrachloro-1-fluoropropane ClC(C(CCl)Cl)(F)Cl